FC(N1N=CC(=C1)C=1C(=CC(=NC1)NC1=NC(=NC=C1)C1=C(C=CC=C1OC)F)N(C1CCC(CC1)O)C)F (1S,4S)-4-((5-(1-(difluoromethyl)-1H-pyrazol-4-yl)-2-((2-(2-fluoro-6-methoxyphenyl)pyrimidin-4-yl)amino)pyridin-4-yl)(methyl)amino)cyclohexan-1-ol